C(C)(C)(C)C1CCN(CC1)C(=O)NC1=CC(=C(C(=C1)C=1N=NNN1)C=1C=NC(=CC1)OC(C)C)F 4-(tert-butyl)-N-(3-fluoro-4-(6-isopropoxypyridin-3-yl)-5-(2H-tetrazol-5-yl)phenyl)piperidine-1-Formamide